C(#N)CC(CC#N)(C#N)C#N 1,2,2,3-Tetracyanopropane